BrC1=CC=C(CN2CCC(CC2)(CCC2=CC=CC=C2)COCC)C=C1 1-(4-bromobenzyl)-4-(ethoxymethyl)-4-phenethyl-piperidine